3-(4-Amino-1-((2R,3R,4S,5S)-3,4-dihydroxy-5-((((3-methyl-5-phenylisoxazol-4-yl)methyl)thio)methyl)tetrahydrofuran-2-yl)-1H-pyrazolo[3,4-d]pyrimidin-3-yl)benzamide NC1=C2C(=NC=N1)N(N=C2C=2C=C(C(=O)N)C=CC2)[C@@H]2O[C@@H]([C@H]([C@H]2O)O)CSCC=2C(=NOC2C2=CC=CC=C2)C